4-((2-hydroxyethyl)sulphonamido)-2-(6-azaspiro[2.5]oct-6-yl)benzamide OCCS(=O)(=O)NC1=CC(=C(C(=O)N)C=C1)N1CCC2(CC2)CC1